NC1=NC(=CC(=N1)C=1N=NN(C1)CC1=CC=CC(=N1)C1(CCC1)CC(=O)O)C1=C(C(=CC=C1)C#N)F {1-[6-({4-[2-Amino-6-(3-cyano-2-fluorophenyl)-4-pyrimidinyl]-1H-1,2,3-triazol-1-yl}methyl)-2-pyridyl]cyclobutyl}acetic acid